ClC1=C(C(=O)C2=CNC=3N=CN=C(C32)NC3CCN(CC3)CCCCCCCN3CCN(CC3)C=3C=C2C(N(C(C2=CC3)=O)C3C(NC(CC3)=O)=O)=O)C=CC(=C1)OC1=CC=CC=C1 5-(4-(7-(4-((5-(2-chloro-4-phenoxybenzoyl)-7H-pyrrolo[2,3-d]pyrimidin-4-yl)amino)piperidin-1-yl)heptyl)piperazin-1-yl)-2-(2,6-dioxopiperidin-3-yl)isoindoline-1,3-dione